C(C)(C)(C)OC(=O)N1CCN(CC1)CCN1C(=C(C2=CC=C(C(=C12)C=1C(=NN(C1C)C)C)F)CCCOC1=CC=CC2=CC(=CC=C12)F)C(=O)OC(C)(C)C tert-butyl 1-(2-(4-(tert-butoxycarbonyl)piperazin-1-yl)ethyl)-6-fluoro-3-(3-((6-fluoronaphthalen-1-yl)oxy)propyl)-7-(1,3,5-trimethyl-1H-pyrazol-4-yl)-1H-indole-2-carboxylate